2-(2-Chloro-6-fluorophenyl)-6-(4-ethyl-3-(hydroxymethyl)-5-oxo-4,5-dihydro-1H-1,2,4-triazol-1-yl)-7-fluoro-4-isopropylisoquinolin-1(2H)-one ClC1=C(C(=CC=C1)F)N1C(C2=CC(=C(C=C2C(=C1)C(C)C)N1N=C(N(C1=O)CC)CO)F)=O